[N+](=O)([O-])C(C(O)C=1N=CN(C1)C(C1=CC=CC=C1)(C1=CC=CC=C1)C1=CC=CC=C1)C 2-nitro-1-(1-trityl-1H-imidazol-4-yl)propan-1-ol